methyl cyclopent-1-ene-1-carboxylate C1(=CCCC1)C(=O)OC